N1=C(C=CC=C1)[C@@H](C)NC(=O)[C@H]1CN(CC[C@@H]1NC(=O)C1=NOC(=N1)C1=C(C=C(C=C1)F)F)CC1CC1 (3S,4S)-1-cyclopropylmethyl-4-{[5-(2,4-difluoro-phenyl)-[1,2,4]oxadiazole-3-carbonyl]-amino}-piperidine-3-carboxylic acid ((R)-1-pyridin-2-yl-ethyl)-amide